1-[2-(3,4-epoxycyclohexyl)ethyl]-3-norbornanyl-1,1,3,3-tetramethyldisiloxane C1(CC2C(CC1)O2)CC[Si](O[Si](C)(C)C21CCC(CC2)C1)(C)C